2-cyclohexyl-5-phenyl-1,3,4-oxadiazole C1(CCCCC1)C=1OC(=NN1)C1=CC=CC=C1